FC(C(=O)O)(F)F.ClC1=CC(=C(COC2=NC=CC(=N2)N2[C@@H](CN(CC2)CC2=NC3=C(N2CCOC)C=C(C=C3)C(=O)O)C)C=C1)F 2-{[(3R)-4-{2-[(4-chloro-2-fluorobenzyl)oxy]pyrimidin-4-yl}-3-methylpiperazin-1-yl]methyl}-1-(2-methoxyethyl)-1H-benzimidazole-6-carboxylic acid, trifluoroacetate salt